O=C(C(=O)O)C(C)C.FC=1C=C(C=C(C1)F)C1CC=NN1C(=O)C12CC(C1)(C2)CO (5-(3,5-difluorophenyl)-4,5-dihydro-1H-pyrazol-1-yl)(3-(hydroxymethyl)bicyclo[1.1.1]pent-1-yl)methanone alpha-Ketoisovalerate